ClC1=CC=C2C(=NC=NC2=C1)NN=C(C)C1=CC(=CC=C1)N1CCN(CC1)C 7-chloro-4-(2-(1-(3-(4-methylpiperazin-1-yl)phenyl)ethylidene)hydrazineyl)quinazoline